8-(1H-indol-3-yl)-2-(trifluoromethyl)imidazo[1,2-b]pyridazin N1C=C(C2=CC=CC=C12)C=1C=2N(N=CC1)C=C(N2)C(F)(F)F